2-Fluoro-5-(5-fluoro-6,7,7a,8,9,10,11,11a-octahydro-3H-8,11-methanopyrazolo[4,3-a]phenanthridin-7-yl)benzonitrile FC1=C(C#N)C=C(C=C1)C1NC2=C(C=C3C(=C2C2C4CCC(C12)C4)C=NN3)F